O=C1[C@H]2[C@@H]3CC[C@H]([C@@H](CCCC(C(=O)OC)C)C)[C@]3(CC[C@@H]2[C@]2(CCC=C[C@H]2C1)C)C methyl 7-oxo-5β-cholest-3-enoate